C[C@H]1CC[C@H](N1)C#CC=1C=NC=CC1C1=CC=2C(NCCC2N1)=O 2-(3-{2-[(2S,5S)-5-methylpyrrolidin-2-yl]ethynyl}pyridin-4-yl)-1H,5H,6H,7H-pyrrolo[3,2-c]pyridin-4-one